hexadecyltrimethylammonium perbromate Br(=O)(=O)(=O)[O-].C(CCCCCCCCCCCCCCC)[N+](C)(C)C